C(C)(C)(C)OC(=O)N1CC(C1)(C)CBr 3-(bromomethyl)-3-methyl-azetidine-1-carboxylic acid tert-butyl ester